[Si](C)(C)(C(C)(C)C)OCCCC1=C(C(=NC=C1)C(C)C)N (4-(3-((tert-butyldimethylsilyl)oxy)propyl)-2-isopropylpyridin-3-yl)ammonia